4-(4-amino-2-{4-[(2-fluoroacrylamino)]phenyl}-1-methyl-7-(tetrahydrofuran-3-ylethynyl)pyrrolo[3,2-c]pyridin-3-yl)-2-methoxy-N-(2,2,2-trifluoroethyl)benzamide NC1=NC=C(C2=C1C(=C(N2C)C2=CC=C(C=C2)NC(=O)C(=C)F)C2=CC(=C(C(=O)NCC(F)(F)F)C=C2)OC)C#CC2COCC2